isopropyl-cobalt (II) C(C)(C)[Co+]